C(C)OC(CNC(=O)C1=C(C(=C(C=N1)C=1C=NC=CC1)C)O)=O (5-hydroxy-4-methyl-[3,3'-bipyridine]-6-carbonyl)glycine ethyl ester